1-(4-amino-benzyl)pseudouridine triphosphate P(O)(=O)(OP(=O)(O)OP(=O)(O)O)OC[C@@H]1[C@H]([C@H]([C@@H](O1)C1=CN(C(=O)NC1=O)CC1=CC=C(C=C1)N)O)O